BrC1(C(NC2=NC=CC(=C21)OC2=C(C=C(C=C2)[N+](=O)[O-])F)=O)Br 3,3-dibromo-4-(2-fluoro-4-nitro-phenoxy)-1H-pyrrolo[2,3-b]pyridine-2-one